FC1(CCN2C(=CC(=C2C1O)C(F)(F)F)C=1C(=C(C#N)C=CC1)F)F 7,7-difluoro-8-hydroxyl-1-(trifluoromethyl)-5,6,7,8-tetrahydroindolizin-3-yl-2-fluorobenzonitrile